FC(C=1C(=C(\C=N\S(=O)C(C)(C)C)C=CC1)F)F (E)-N-(3-(difluoromethyl)-2-fluorobenzylidene)-2-methylpropane-2-sulfinamide